C(C(=C)C)(=O)OCC(COC1=CC(=C(C=C1)N1N=C2C(=N1)C=CC=C2)O)O 3-(4-(2H-benzo[d][1,2,3]triazol-2-yl)-3-hydroxyphenoxy)-2-hydroxypropyl methacrylate